C(C)(C)(C)C=1OC(OC1C)=O 4-tert-butyl-5-methyl-1,3-dioxol-2-one